F[C@@H]1[C@@H](C1)NC=O cis-2-fluorocyclopropyl-formamide